N[C@@H](CC1=C(C2=NC(=CC(=C2S1)NCC=1SC=CN1)Cl)Cl)CF 2-[(2S)-2-amino-3-fluoropropyl]-3,5-dichloro-N-[(1,3-thiazol-2-yl)methyl]thieno[3,2-b]pyridin-7-amine